S(=O)(=O)(O)O.OCCNC1=CC=C(C=C1)N Hydroxyethyl-p-phenylenediamine sulphate